BrC1=C(C=CC(=C1)Cl)C=1OC(=NN1)C(F)F 2-(2-bromo-4-chlorophenyl)-5-(difluoromethyl)-1,3,4-oxadiazole